(3R*,4R*)-1-Cyclohexyl-4-{[5-(2,4-difluoro-phenyl)-isoxazole-3-carbonyl]-amino}-piperidine-3-carboxylic acid [1-(5-methyl-[1,3,4]oxadiazol-2-yl)-ethyl]-amide CC1=NN=C(O1)C(C)NC(=O)[C@@H]1CN(CC[C@H]1NC(=O)C1=NOC(=C1)C1=C(C=C(C=C1)F)F)C1CCCCC1 |o1:11,16|